4-benzyl-8-{[4-(trifluoromethyl)phenyl]methyl}1,4,8,10-tetraazatricyclo[7.3.0.02,6]dodeca-2(6),9-diene-7-one C(C1=CC=CC=C1)N1CC=2N3CCN=C3N(C(C2C1)=O)CC1=CC=C(C=C1)C(F)(F)F